CN1CCN(CC1)CCCCCCCN1CCN(CC1)C 1,7-bis(4-methylpiperazin-1-yl)heptane